NC=1C=C(C(=O)N)C=CC1 3-Aminobenzamid